2-[(1S)-1-cyclohexylethoxy]-N-[3-(dimethylcarbamoyl)phenyl]-5-fluoro-4-(3-oxo-5,6,7,8-tetrahydro[1,2,4]triazolo[4,3-a]pyridin-2(3H)-yl)benzamide C1(CCCCC1)[C@H](C)OC1=C(C(=O)NC2=CC(=CC=C2)C(N(C)C)=O)C=C(C(=C1)N1N=C2N(CCCC2)C1=O)F